NC1=NC=2C=C(C=CC2C2=C1N=C(N2)C[C@@H]2N(CCC2)C(=O)OC(C)(C)C)Br tert-butyl (R)-2-((4-amino-7-bromo-1H-imidazo[4,5-c]quinolin-2-yl)methyl)pyrrolidine-1-carboxylate